C(C)(C)C1=C(NC2=CC=C(C=C12)OCC=O)C1=CC(=NC=C1)C 2-((3-isopropyl-2-(2-methylpyridin-4-yl)-1H-indol-5-yl)oxy)ethan-1-one